C=C1CCN2CCC[C@]12C(=O)OCC Ethyl (R)-1-methylenetetrahydro-1H-pyrrolizin-7a(5H)-carboxylate